C(C)(C)(C)NC([C@H](CCCCNC(OCC1C2=CC=CC=C2C=2C=CC=CC12)=O)NC(=O)[C@H]1NCCC1)=O (9H-fluoren-9-yl)methyl ((S)-6-(tert-butylamino)-6-oxo-5-((S)-pyrrolidine-2-carboxamido)hexyl)carbamate